N-ethoxy-6-((6-methylpyridazin-3-yl)amino)nicotinamide C(C)ONC(C1=CN=C(C=C1)NC=1N=NC(=CC1)C)=O